CNC1=NN2C(N=CC=C2)=C1C(=O)N (METHYLAMINO)PYRAZOLO[1,5-A]PYRIMIDINE-3-CARBOXAMIDE